2-hydroxyethyltriethoxysilane OCC[Si](OCC)(OCC)OCC